tris(3-pyridyl)phosphine N1=CC(=CC=C1)P(C=1C=NC=CC1)C=1C=NC=CC1